C(C)OC=1C=C(C=CC1)C1=CC(=C(C=C1)C1=NC2=CC=C(C=C2C(=C1)C(=O)O)F)F 2-(3'-ethoxy-3-fluoro-[1,1'-biphenyl]-4-yl)-6-fluoroquinoline-4-carboxylic acid